2,3,5-trimethylaniline CC1=C(N)C=C(C=C1C)C